2-(2-{2-[2-({2-methyl-8-[4-(trifluoromethyl)phenyl]-2H,8H-pyrazolo[3,4-b]indol-5-yl}formamido)ethoxy]ethoxy}ethoxy)acetic acid CN1N=C2N(C3=CC=C(C=C3C2=C1)C(=O)NCCOCCOCCOCC(=O)O)C1=CC=C(C=C1)C(F)(F)F